BrC1=CC=C(C=N1)N(CCC(=O)O)C(=O)OCC1C2=CC=CC=C2C=2C=CC=CC12 3-[(6-Bromo-3-pyridinyl)-(9H-fluoren-9-ylmethoxycarbonyl)amino]propionic acid